6-Bromo-1-methyl-1,3-dihydro-2H-benzo[d]imidazol-2-one BrC=1C=CC2=C(N(C(N2)=O)C)C1